C(C1=CC=CC=C1)OC1=NC=2N(C(=C1)N1C[C@H](N(C[C@@H]1C)C(=O)OC(C)(C)C)C)N=C(C2)CO tert-butyl (2R,5S)-4-(5-(benzyloxy)-2-(hydroxymethyl) pyrazolo[1,5-a]pyrimidin-7-yl)-2,5-dimethylpiperazine-1-carboxylate